2-((3-chloro-4-(4-hydroxy-3-isopropylbenzyl)-5-methylbenzyl)thio)-N-cyclohexylacetamide ClC=1C=C(CSCC(=O)NC2CCCCC2)C=C(C1CC1=CC(=C(C=C1)O)C(C)C)C